BrCC1=C(C=C(C=C1)[N+](=O)[O-])OC 1-(Bromomethyl)-2-methoxy-4-nitrobenzene